3-[(3R,4S)-3-dimethylaminomethyl-1-(5-fluoro-pyridin-3-ylmethyl)-4-hydroxy-piperidin-4-yl]-benzamide CN(C)C[C@@H]1CN(CC[C@@]1(O)C=1C=C(C(=O)N)C=CC1)CC=1C=NC=C(C1)F